(R)-4-(3,5-dimethylisoxazol-4-yl)-N1-(1-methylpyrrolidin-3-yl)benzene-1,2-diamine CC1=NOC(=C1C=1C=C(C(=CC1)N[C@H]1CN(CC1)C)N)C